uridine-5'-aldehyde [C@@H]1([C@H](O)[C@H](O)[C@@H](C(O)=O)O1)N1C(=O)NC(=O)C=C1